C[C@]12CC[C@H]([C@@H](CCC)C)[C@]2(CC[C@@H]2[C@]3(CCC[C@@H](C3=CC[C@@H]12)O)C)C 14α-methyl-cholan-6(5)-en-4β-ol